4-(8-(3-methoxycyclobutyl)-3,8-diazabicyclo[3.2.1]oct-3-yl)-6-(1-methyl-1H-pyrazol-4-yl)pyrrolo[1,2-b]pyridazine COC1CC(C1)N1C2CN(CC1CC2)C=2C=1N(N=CC2)C=C(C1)C=1C=NN(C1)C